N-[3-(bis{2-[(tert-butyl)bis(methyl)siloxy]decyl}amino)propyl]({[N-3-(bis{2-[(tert-butyl)bis(methyl)siloxy]decyl}amino)propylcarbamoyl]methyl}-N-methylamino)acetamide C(C)(C)(C)[Si](OC(CN(CCCNC(CN(C)CC(NCCCN(CC(CCCCCCCC)O[Si](C(C)(C)C)(C)C)CC(CCCCCCCC)O[Si](C)(C)C(C)(C)C)=O)=O)CC(CCCCCCCC)O[Si](C(C)(C)C)(C)C)CCCCCCCC)(C)C